4-(p-methylphenyl-mercapto)-1-(4-trifluoromethylphenyl)1H-1,2,3-triazole CC1=CC=C(C=C1)SC=1N=NN(C1)C1=CC=C(C=C1)C(F)(F)F